1-[4-(5-bromo-3-pyridinyl)-3-methyl-phenyl]Pyrrolidin-2-one BrC=1C=C(C=NC1)C1=C(C=C(C=C1)N1C(CCC1)=O)C